16-fluoro-5-(piperazin-1-yl)-7,10-dioxa-19,22,23-triazapentacyclo[16.5.2.12,6.012,17.021,24]hexacosa-1(23),2(26),3,5,12,14,16,18,20,24-decaene FC=1C=CC=C2COCCOC3=C(C=CC(C4=NNC5=CN=C(C12)C=C45)=C3)N3CCNCC3